C(C)(C)(C)C1=CC=C(C)C=C1 p-t-butyltoluene